ClC1=C(C=CC=C1)[C@H]1CC[C@H](N1C(=O)C1=CC=C(C=C1)C1=C(C=C(C=C1)F)OC)C(=O)O (2S,5R)-5-(2-chlorophenyl)-1-(4'-fluoro-2'-methoxy-[1,1'-biphenyl]-4-carbonyl)pyrrolidine-2-carboxylic acid